N1=C(C=CC=C1)CN(CC1=NC=CC=C1)CCCCCCCCCCCCCCCCCC N,N-bis(2-picolyl)octadecylamine